FC=1C=C(CNC=2C=C3C(=NNC3=CC2)C=CC(=O)N2CC(CC2)O)C=C(C1)F 3-(5-((3,5-difluorobenzyl)amino)-1H-indazol-3-yl)-1-(3-hydroxypyrrolidin-1-yl)prop-2-en-1-one